Gadolinium 2,2',2''-[(2S)-10-(carboxymethyl)-2-({5-[2-(2-ethoxyethoxy)ethoxy]pyridin-2-yl}methyl)-1,4,7,10-tetraazacyclododecane-1,4,7-triyl]triacetate C(=O)(O)CN1CCN(CCN(C[C@@H](N(CC1)CC(=O)[O-])CC1=NC=C(C=C1)OCCOCCOCC)CC(=O)[O-])CC(=O)[O-].[Gd+3]